(3Z)-14,14-didecyloxy-1,3-tetradecadiene C(CCCCCCCCC)OC(CCCCCCCCC\C=C/C=C)OCCCCCCCCCC